N-[2-butyl-3-[4-[3-(dibutylamino)propoxy]benzoyl]-5-benzofuranyl]-Methanesulfonamide hydrochloride Cl.C(CCC)C=1OC2=C(C1C(C1=CC=C(C=C1)OCCCN(CCCC)CCCC)=O)C=C(C=C2)NS(=O)(=O)C